ethyl 1-((1s,4s)-4-((tert-butyldiphenylsilyl) oxy) cyclohexyl)-1H-pyrazole-4-carboxylate [Si](C1=CC=CC=C1)(C1=CC=CC=C1)(C(C)(C)C)OC1CCC(CC1)N1N=CC(=C1)C(=O)OCC